N=1C(=NN2C1C=CC=C2)C=2N=C(C1=CN=C(C=C1C2)N)NC ([1,2,4]triazolo[1,5-a]pyridin-2-yl)-N1-methyl-2,7-naphthyridine-1,6-diamine